C(N)(=O)C1CCN(CC1)C(=O)OC1=CC=C(C=C1)C[C@@H](C(=O)OC(C)OC([C@@H](C)O)=O)NC([C@H](CC(C)C)NC(COC1=C(C=CC=C1)C)=O)=O 4-((2S)-3-(1-(((R)-2-Hydroxypropanoyl)oxy)ethoxy)-2-((S)-4-methyl-2-(2-(o-tolyloxy)acetamido)pentanamido)-3-oxopropyl)phenyl 4-carbamoylpiperidine-1-carboxylate